(2-{5-cyano-2-[(R)-6-methoxycarbonyl-7-methyl-3-oxo-8-(3-trifluoromethoxy-phenyl)-2,3,5,8-tetrahydro-[1,2,4]triazolo[4,3-a]pyrimidin-5-yl]-phenyl}-ethyl)-trimethyl-ammonium C(#N)C=1C=CC(=C(C1)CC[N+](C)(C)C)[C@@H]1C(=C(N(C=2N1C(NN2)=O)C2=CC(=CC=C2)OC(F)(F)F)C)C(=O)OC